N-[(6-Amino-2-pyridyl)sulfonyl]-6-(6-isopropoxy-3-pyridyl)-2-(2-isopropylpyrrolidin-1-yl)pyridin-3-carboxamid NC1=CC=CC(=N1)S(=O)(=O)NC(=O)C=1C(=NC(=CC1)C=1C=NC(=CC1)OC(C)C)N1C(CCC1)C(C)C